5-chloro-2-[4-(trifluoromethyl)phenyl][1,2,4]triazolo[1,5-c]quinazoline ClC1=NC=2C=CC=CC2C=2N1N=C(N2)C2=CC=C(C=C2)C(F)(F)F